(Z)-2-(2-bromo-7-hydroxyhept-2-en-1-yl)-4-hydroxycyclopent-2-enone Br\C(\CC=1C(CC(C1)O)=O)=C/CCCCO